CC(=CCC/C(=C/CC/C(=C/CC/C(=C\\CC/C(=C\\CC/C(=C\\CC/C(=C\\CC/C(=C\\CC/C(=C\\CC/C(=C\\CC/C(=C\\COP(=O)([O-])O[C@H]1[C@@H]([C@H]([C@H](CO1)[NH3+])O)O)/C)/C)/C)/C)/C)/C)/C)/C)/C)/C)C The molecule is zwitterionic form of 4-amino-4-deoxy-alpha-L-arabinopyranosyl ditrans,polycis-undecaprenyl phosphate having an anionic phosphate group and a protonated amino group; major species at pH 7.3. It is a tautomer of a 4-amino-4-deoxy-alpha-L-arabinopyranosyl ditrans,polycis-undecaprenyl phosphate.